6-[4-[(S)-[4-(2-fluoroethoxy)phenyl]-phenyl-methyl]piperidine-1-carbonyl]-4H-1,4-benzoxazin-3-one FCCOC1=CC=C(C=C1)[C@@H](C1CCN(CC1)C(=O)C=1C=CC2=C(NC(CO2)=O)C1)C1=CC=CC=C1